BrCCCCCCCC(=O)OC\C=C\CCCC (E)-hept-2-en-1-yl 8-bromooctanoate